C12CC(CC2C1)OCC1=C(C=CC(=C1)NC1(CCOCC1)C(=O)O)C1=CC(=C(C(=C1)OC)C)OC 4-((2-((bicyclo[3.1.0]hexan-3-yloxy)methyl)-3',5'-dimethoxy-4'-methyl-[1,1'-biphenyl]-4-yl)amino)tetrahydro-2H-pyran-4-carboxylic acid